tert-butyl 7-(3-(tert-butoxycarbonyl)-2-oxo-2,3-dihydro-1H-benzo[d]imidazol-1-yl)-2H-pyrido[3,2-b][1,4]oxazine-4(3H)-carboxylate C(C)(C)(C)OC(=O)N1C(N(C2=C1C=CC=C2)C2=CC=1OCCN(C1N=C2)C(=O)OC(C)(C)C)=O